Methyl 7-isopropoxy-2-(1-methyl-2-oxabicyclo[2.2.1]heptan-4-yl)imidazo[1,2-a]pyridine-6-carboxylate C(C)(C)OC1=CC=2N(C=C1C(=O)OC)C=C(N2)C21COC(CC2)(C1)C